2-(4-(8-((4-(4-(aminomethyl)piperidine-1-carbonyl)-3-methylphenyl)amino)imidazo[1,2-a]pyrazin-3-yl)-2,3-difluorophenoxy)butanenitrile formate C(=O)O.NCC1CCN(CC1)C(=O)C1=C(C=C(C=C1)NC=1C=2N(C=CN1)C(=CN2)C2=C(C(=C(OC(C#N)CC)C=C2)F)F)C